C[N+](CCCS(=O)(=O)O)(CCOC(C=C)=O)C N,N-dimethyl-N-acryloxyethyl-N-(3-sulfopropyl)-ammonium